4-((2S)-2-(hydroxymethyl)-5-(4-(trifluoromethyl)phenyl)piperidin-1-yl)benzonitrile OC[C@H]1N(CC(CC1)C1=CC=C(C=C1)C(F)(F)F)C1=CC=C(C#N)C=C1